Cl.Cl.N1=C(NC2=C1C=CC=C2)SCCN2CCN(CC2)CC(=O)NC=2C(=NC(=CC2SC)C)SC 2-[4-[2-(Benzimidazol-2-ylthio)ethyl]piperazin-1-yl]-N-[2,4-bis(methylthio)-6-methyl-3-pyridyl]acetamide dihydrochloride